2-hydroxyethyl-2-methyl-1,4-butanediol OCCC(C(CCO)C)O